N-methyl-4-piperidone hydroiodide salt I.CN1CCC(CC1)=O